COC1=C(C=C(C=C1)C=CC)OC 1,2-dimethoxy-4-propenyl-benzene